CCCCCCCCCCCCCCCC/C=C\\OC[C@H](COP(=O)(O)OCCNC(=O)CCCCCCC/C=C\\CCCCCCCC)O The molecule is a 1-[(Z)-alk-1-enyl]-sn-glycero-3-phospho-(N-acyl)ethanolamine in which the alk-1-enyl and N-acyl groups are specified as 1Z-octadecenyl and oleoyl respectively. It derives from an oleic acid. It is a conjugate acid of a 1-(1Z-octadecenyl)-sn-glycero-3-phospho-(N-oleoyl)ethanolamine(1-).